1-[(3R,4R)-3,4-dihydroxypyrrolidin-1-yl]-3-methylbutane-2-one O[C@@H]1CN(C[C@H]1O)CC(C(C)C)=O